2-benzyloxyethyl acrylate C(C=C)(=O)OCCOCC1=CC=CC=C1